CC1=NC2=C(C=CC=C2C=C1)O[C@@H]1CN(CC1)CC(=O)N1[C@@H](CCC1)C#N (S)-1-(2-((S)-3-((2-methylquinolin-8-yl)oxy)pyrrolidin-1-yl)acetyl)pyrrolidine-2-carbonitrile